tert-Butyl [6-(3-bromo-4,5-dihydro-1,2-oxazol-5-yl)-5-(2,4,6-trifluorophenyl)pyridin-3-yl]carbamate Sodium hydrogen carbonate C(O)([O-])=O.[Na+].BrC1=NOC(C1)C1=C(C=C(C=N1)NC(OC(C)(C)C)=O)C1=C(C=C(C=C1F)F)F